NCCNC1=NC2=C(C=3C=C(C(=CC13)F)F)[C@H](COC2)N(C(=O)NC2=CC(=C(C=C2)F)C(F)F)C |r| racemic-1-(6-((2-aminoethyl)amino)-8,9-difluoro-1,4-dihydro-2H-pyrano[3,4-c]isoquinolin-1-yl)-3-(3-(difluoromethyl)-4-fluorophenyl)-1-methylurea